NC1=NC=C(C=C1C=1C=C(C(=C(C1)C(CC)S(=O)(=O)N)OC)OC)C=1OC(=NN1)N1CCNCC1 (5-(2-amino-5-(5-(piperazin-1-yl)-1,3,4-oxadiazol-2-yl)pyridin-3-yl)-2,3-dimethoxyphenyl)propane-1-sulfonamide